C(CCCCCCCCCCC)(=O)OCCl Chloromethyl Dodecanate